1-hydroxyheptyl peroxide OC(CCCCCC)OOC(CCCCCC)O